4-((5-amino-1-(phenylsulfonyl)-1H-pyrrolo[2,3-b]pyridin-4-yl)amino)benzonitrile NC=1C(=C2C(=NC1)N(C=C2)S(=O)(=O)C2=CC=CC=C2)NC2=CC=C(C#N)C=C2